1-iodo-2,3-dipropyloxy-benzene IC1=C(C(=CC=C1)OCCC)OCCC